C(=O)(O)CN(C(CN1CCN(CCN(CC1)CC(=O)O)CCN(CC(=O)O)CC(=O)O)CCCC1=CC=C(C=C1)[N+](=O)[O-])CC(=O)O 2-{[2-(4-{2-[Bis(carboxymethyl)amino]-5-(4-nitrophenyl)pentyl}-7-(carboxymethyl)-1,4,7-triazonan-1-yl)ethyl](carboxymethyl)amino}acetic acid